C(#N)C1=CC=C(C=C1)S(=O)(=O)NC=1C(=NN(C1C(=O)N[C@@H](C)C(C)(C)C)C)C1=CC=C(C=C1)F (S)-4-((4-cyanophenyl)sulfonamido)-N-(3,3-dimethylbutan-2-yl)-3-(4-fluorophenyl)-1-methyl-1H-pyrazole-5-carboxamide